(5S)-3-[6-(4-chloro-3-methoxy-phenoxy)-2-pyridyl]-5-ethyl-5-methylimidazolidine-2,4-dione ClC1=C(C=C(OC2=CC=CC(=N2)N2C(N[C@@](C2=O)(C)CC)=O)C=C1)OC